ClC1=NC(=CC2=C1CNC2)N(C(C)C)C 4-chloro-6-[methyl(propan-2-yl)amino]-2,3-dihydro-1H-pyrrolo[3,4-c]pyridin